FC(F)(F)C1=CC=CC=2C=CN3C(C12)=NC1=C3C=CC=C1 trifluoromethylbenzo[4,5]imidazo[2,1-a]isoquinoline